(S)-4-amino-7-fluoro-N-methyl-N-(6-(trifluoromethoxy)-2,3-dihydrobenzofuran-3-yl)imidazo[1,5-a]quinoxaline-8-carboxamide NC=1C=2N(C3=CC(=C(C=C3N1)F)C(=O)N([C@@H]1COC3=C1C=CC(=C3)OC(F)(F)F)C)C=NC2